3-[5-(difluoromethyl)-1,3,4-thiadiazol-2-yl]-N-[1-(fluoromethyl)cyclopropyl]-1-(2-methoxyethyl)-2-oxo-benzimidazol-5-sulfonamide FC(C1=NN=C(S1)N1C(N(C2=C1C=C(C=C2)S(=O)(=O)NC2(CC2)CF)CCOC)=O)F